C(C(C(=O)[O-])CC1=CC(=C(C=C1)O)C(C)(C)C)C(C(=O)[O-])CC1=CC(=C(C=C1)O)C(C)(C)C 2,2'-methylenebis[3-(3-tert-butyl-4-hydroxyphenyl) propionate]